N1=CN=C(C2=C1NC=C2)C=2C=NN(C2)C2(CN(C2)S(=O)(=O)CC)CC#N 2-(3-(4-(7H-pyrrolo[2,3-d]pyrimidin-4-yl)-1H-pyrazol-1-yl)-1-(ethylsulfonyl)azetidin-3-yl)acetonitrile